OC(=O)C(F)(F)F.COC(C(=O)O)CN1C(N2C(CNCC2)C1)=O 2-methoxy-3-(3-oxo-1,5,6,7,8,8a-hexahydroimidazo[1,5-a]pyrazin-2-yl)propanoic acid TFA salt